(1R,4s)-4-((5-(1-((S)-1,1-difluoropropan-2-yl)-1H-benzo[d][1,2,3]triazol-6-yl)-4-methoxypyrrolo[2,1-f][1,2,4]triazin-2-yl)amino)-1-methylcyclohexan-1-ol FC([C@H](C)N1N=NC2=C1C=C(C=C2)C=2C=CN1N=C(N=C(C12)OC)NC1CCC(CC1)(O)C)F